3-((S)-3-((S)-8-(4'-(aminomethyl)biphenyl-3-ylsulfonyl)-1-oxa-8-azaspiro[4.5]dec-3-ylamino)-2-hydroxypropoxy)-N-methylbenzenesulfonamide NCC1=CC=C(C=C1)C1=CC(=CC=C1)S(=O)(=O)N1CCC2(C[C@@H](CO2)NC[C@@H](COC=2C=C(C=CC2)S(=O)(=O)NC)O)CC1